(S)-7-((4-chloro-3-methoxy-1H-pyrazol-1-yl)methyl)-4-(cyclopropylethynyl)-4-(1,1-difluoroethyl)-6-fluoro-3,4-dihydroquinazolin-2(1H)-one ClC=1C(=NN(C1)CC1=C(C=C2[C@](NC(NC2=C1)=O)(C(C)(F)F)C#CC1CC1)F)OC